ClC1=NN=C(C2=CC=CC=C12)C1=CC=C(C=C1)C(C)(F)F 1-chloro-4-(4-(1,1-difluoroethyl)phenyl)phthalazine